4,4,5,5-tetrafluoro-3-(difluoromethyl)sulfolane FC1(C(CS(=O)(=O)C1(F)F)C(F)F)F